6'-(9H-[3,9':3',9''-tercarbazol]-9-yl)-4',5'-diphenyl-[1,1':2',1''-terphenyl]-3'-carbonitrile C1=CC(=CC=2C3=CC=CC=C3N(C12)C1=C(C(=C(C(=C1C1=CC=CC=C1)C1=CC=CC=C1)C#N)C1=CC=CC=C1)C1=CC=CC=C1)N1C2=CC=CC=C2C=2C=C(C=CC12)N1C2=CC=CC=C2C=2C=CC=CC12